FC1=CC=C(CNC(=O)C=2C(NC(N([C@H]3C[C@H](O)[C@@H](CO)O3)C2)=O)=O)C=C1 5-p-fluorobenzylaminocarbonyl-2'-deoxyuridine